C1(CC1)C1=CC(=NN1)NC1=NC(=NC=C1)N(C1CC2(CN(C2)S(=O)(=O)C=2C=NN(C2)C)C1)C N4-(5-cyclopropyl-1H-pyrazol-3-yl)-N2-methyl-N2-{2-[(1-methyl-1H-pyrazol-4-yl)sulfonyl]-2-azaspiro[3.3]hept-6-yl}pyrimidine-2,4-diamine